Br[Si]1(C[SiH](CCC1)Br)Br 1,1,3-tribromo-1,3-disilacyclohexane